4-(2-(4-((2-(2-oxo-6-azaspiro[3.3]heptane-6-yl)pyrimidin-4-yl)methoxy)phenyl)prop-2-yl)phenol O=C1CC2(C1)CN(C2)C2=NC=CC(=N2)COC2=CC=C(C=C2)C(C)(C)C2=CC=C(C=C2)O